C(C)(C)N(P(O[C@@H]1[C@@H]([C@H](C[C@H]1N1C2=NC=NC(=C2N=C1)NC(C1=CC=CC=C1)=O)OC(C1=CC=CC=C1)(C1=CC=C(C=C1)OC)C1=CC=C(C=C1)OC)O[Si](C)(C)C(C)(C)C)OCCC#N)C(C)C (1S,2R,3S,5R)-5-(6-benzamido-9H-purin-9-yl)-3-(bis(4-methoxyphenyl)(phenyl)methoxy)-2-((tert-butyldimethylsilyl)oxy)cyclopentyl (2-cyanoethyl) diisopropylphosphoramidite